Cl.COC(=O)C=1C=C(C=CC1)C[C@H](C(=O)O)[C@@H]1CNCC1 (2S)-3-[3-(methoxycarbonyl)phenyl]-2-[(3R)-pyrrolidin-3-yl]propanoic acid hydrochloride